CC(C)(C)OC(=O)N[C@@H]1CCCC[C@H]1N (1R,2R)-trans-N-Boc-1,2-cyclohexanediamine